BrCC1(COC1)CO 3-(bromomethyl)oxetan-3-ylmethanol